N[C@H]1CC(C([C@H](C(NC=2C=NN(C2C=2C=CN=C1C2)C)=O)C)[2H])[2H] (9R,13S)-13-amino-3,9-dimethyl-(10,11-2H2)-3,4,7,15-tetraazatricyclo[12.3.1.02,6]Octadecan-1(18),2(6),4,14,16-pentaen-8-one